CC1=NC=CC(=C1)/C=C/N1N=CC2=CC=C(C=C12)OC1CCCC=2C=C(C=NC12)C#N (E)-8-((1-(2-(2-methylpyridin-4-yl)vinyl)-1H-indazol-6-yl)oxy)-5,6,7,8-tetrahydroquinoline-3-carbonitrile